butyl-3-propylpyrrolidinium chloride [Cl-].C(CCC)[NH+]1CC(CC1)CCC